CCC(C(=O)O)=O.COC(C(=O)C)=O Pyruvic acid methyl ester (methyl pyruvate)